ClC1=CC=C(C=C1)OC#CC Propynyl (4-chloro)phenyl ether